(4-hydroxy-3-methyl-2-oxo-2,3-dihydro-1H-benzo[d]imidazol-1-yl)piperidine-2,6-dione OC1=CC=CC=2N(C(N(C21)C)=O)N2C(CCCC2=O)=O